(S)-N-(1-((tert-butyldiphenylsilyl)oxy)prop-2-yl)-6-(4-(difluoromethyl)phenyl)-8-(1-Methyl-1H-pyrazol-4-yl)-[1,2,4]triazolo[1,5-a]pyrazin-2-amine [Si](C1=CC=CC=C1)(C1=CC=CC=C1)(C(C)(C)C)OC[C@H](C)NC1=NN2C(C(=NC(=C2)C2=CC=C(C=C2)C(F)F)C=2C=NN(C2)C)=N1